cycloundecane-1,6-dione C1(CCCCC(CCCCC1)=O)=O